(4-Benzylthio-2-methyl-phenyl)-4-cyclohexyl-5-(trifluoromethyl)pyrimidin-2-amine C(C1=CC=CC=C1)SC1=CC(=C(C=C1)C1=C(C(=NC(=N1)N)C1CCCCC1)C(F)(F)F)C